1-[(6-chloropyridin-3-yl)methyl]pyridin-2(1H)-imine hydrochloride Cl.ClC1=CC=C(C=N1)CN1C(C=CC=C1)=N